BrC1=CC=C(C=C1)C=1N=C2N(C=CC=C2)C1CN1CC2C(C1)CN(C2)C(=O)NC2=C(C=CC=C2)F 5-{[2-(4-Bromophenyl)imidazo[1,2-a]pyridin-3-yl]methyl}-N-(2-fluorophenyl)hexahydropyrrolo[3,4-c]pyrrole-2(1H)-carboxamide